3-{4-[6-({5-Methyl-6-[(pyrrolidin-1-yl)methyl]pyridin-2-yl}amino)-[1,3]thiazolo[5,4-c]pyridin-2-yl]-1H-pyrazol-1-yl}propanamide CC=1C=CC(=NC1CN1CCCC1)NC1=CC2=C(C=N1)SC(=N2)C=2C=NN(C2)CCC(=O)N